C(C)(C)O[Ti] mono-isopropoxytitanium